2-((1H-pyrazol-3-yl)methyl)-6-((4-(hydroxymethyl)-1-methyl-1H-pyrazol-3-yl)methyl)-4-methyl-4H-thiazolo[5',4':4,5]pyrrolo[2,3-d]pyridazin-5(6H)-one N1N=C(C=C1)CC=1SC2=C(N(C=3C(N(N=CC32)CC3=NN(C=C3CO)C)=O)C)N1